FC(OC=1C=C(C=CC1F)NC(OC1CN(C1)C1=CC(=C(C(=C1)F)C1C(NC(CC1)=O)=O)F)=O)F 1-(4-(2,6-dioxopiperidin-3-yl)-3,5-difluorophenyl)azetidin-3-yl (3-(difluoromethoxy)-4-fluorophenyl)carbamate